2-hydrazino-[1,1'-biphenyl]-4,4'-dicarboxylic acid N(N)C1=C(C=CC(=C1)C(=O)O)C1=CC=C(C=C1)C(=O)O